CC1=CC(=C(C=C1O)N)Cl 5-amino-4-chloro-o-cresol